FC1(C(C(C(C2(C3(C(C(C(C(C3(C(C(C12F)(F)F)(F)F)F)(F)F)(F)F)(F)F)(F)F)F)F)(F)F)(F)F)(F)F)F perfluoro-perhydro-phenanthrene